C(C)N(CC(C1=CC=CC=C1)NC(=O)C1=NN2C(C(NC(=C2)C=2C=NC3=CC=CC(=C3C2)C)=O)=C1)CCO N-[2-[Ethyl(2-hydroxyethyl)amino]-1-phenylethyl]-6-(5-methyl-3-quinolyl)-4-oxo-5H-pyrazolo-[1,5-a]pyrazine-2-carboxamide